OCCN1CC2C3CN(CCC3NN2CC12CC2)C(=O)C=2NC1=CC=CC=C1C2 4'-(2-hydroxyethyl)-12'-(1H-indole-2-carbonyl)-4',7',8',12'-tetraazaspiro[cyclopropane-1,5'-tricyclo[7.4.0.02,7]tridecane]